Cyanoethanol C(CO)C#N